CCCCC/C=C\C/C=C\C/C=C\CCCCCCC(=O)O[C@H](COC(=O)CCCCCCC/C=C\CCCC)COP(=O)(O)OC[C@H](CO)O 1-(9Z-tetradecenoyl)-2-(8Z,11Z,14Z-eicosatrienoyl)-glycero-3-phospho-(1'-sn-glycerol)